C(C1=CC=CC=C1)OC1=NC(=CC=C1C1=NN(C2=CC=CC=C12)CC(=O)OCCCC)OCC1=CC=CC=C1 butyl 2-{3-[2,6-bis(benzyloxy)pyridin-3-yl]indazol-1-yl}acetate